C1(=CC=CC=C1)[O+](C)C phenyldimethyl-oxonium